4-[5-(aminomethyl)pyrimidin-2-yl]-3-(3-methyl-6-piperidin-1-ylpyridazin-4-yl)oxybenzonitrile NCC=1C=NC(=NC1)C1=C(C=C(C#N)C=C1)OC1=C(N=NC(=C1)N1CCCCC1)C